NC1=NC=NN2C1=CC=C2C2=CCC(CC2)C#N 4-(4-Aminopyrrolo[2,1-f][1,2,4]triazin-7-yl)cyclohex-3-ene-1-carbonitrile